amino-4-hydroxypiperidine NN1CCC(CC1)O